2-(2-ethoxymethoxy)ethanol CCOCOCCO